C1(CC1)C=1NC(=NN1)C1CC2(CN(C2)C(=O)N2CC3(C2)CC(C3)CC3=C(C=C(C=C3)F)F)C1 [6-(5-cyclopropyl-4H-1,2,4-triazol-3-yl)-2-azaspiro[3.3]heptan-2-yl]-[6-[(2,4-difluorophenyl)methyl]-2-azaspiro[3.3]heptan-2-yl]methanone